2,2-bis(4-(2,3-epoxypropoxy)phenyl)propane C(C1CO1)OC1=CC=C(C=C1)C(C)(C)C1=CC=C(C=C1)OCC1CO1